tert-butyl (3S)-3-[(1R)-1-hydroxy-2-[[4-(morpholine-4-carbonyl)benzoyl]amino]ethyl]-7-(methoxymethoxy)-3,4-dihydro-1H-isoquinoline-2-carboxylate O[C@H](CNC(C1=CC=C(C=C1)C(=O)N1CCOCC1)=O)[C@H]1N(CC2=CC(=CC=C2C1)OCOC)C(=O)OC(C)(C)C